tetrakis[tris(diisopropylamino)phosphoranylideneamino]phosphonium C(C)(C)N(C(C)C)P(N(C(C)C)C(C)C)(N(C(C)C)C(C)C)=N[P+](N=P(N(C(C)C)C(C)C)(N(C(C)C)C(C)C)N(C(C)C)C(C)C)(N=P(N(C(C)C)C(C)C)(N(C(C)C)C(C)C)N(C(C)C)C(C)C)N=P(N(C(C)C)C(C)C)(N(C(C)C)C(C)C)N(C(C)C)C(C)C